(3aR,5S,6S,6aR)-5-((R)-2,2-dimethyl-1,3-dioxolan-4-yl)-2,2-dimethyltetrahydrofuro[2,3-d][1,3]dioxol-6-ol CC1(OC[C@@H](O1)[C@@H]1[C@@H]([C@@H]2[C@@H](OC(O2)(C)C)O1)O)C